O[C@H]([C@@H]1[C@H]([C@H]([C@@H](C1)N1C=CC2=C1N=CN=C2C)O)O)C=2C=CC=C1CCNCC21 (1S,2R,3R,5R)-3-((R)-hydroxy(1,2,3,4-tetrahydroisoquinolin-8-yl)methyl)-5-(4-methyl-7H-pyrrolo[2,3-d]pyrimidin-7-yl)cyclopentane-1,2-diol